(1'-(4,8-dimethoxyquinoline-2-carbonyl)-1-oxospiro[isochroman-3,4'-piperidin]-7-yl)nicotinic acid methyl ester COC(C1=C(N=CC=C1)C1=CC=C2CC3(CCN(CC3)C(=O)C3=NC4=C(C=CC=C4C(=C3)OC)OC)OC(C2=C1)=O)=O